C(CCC)N1C(N(C(C(C1=O)=C(N)N)=O)C1CCC2(CC3(C(NC(N3)=O)=O)C2)CC1)=S 10-(3-Butyl-5-(diaminomethylene)-4,6-dioxo-2-thioxotetrahydropyrimidin-1(2H)-yl)-1,3-diazadispiro[4.1.57.15]tridecane-2,4-dione